C(N)(=O)[C@H]1N2C(N([C@H](CC1)C2)OS(=O)(=O)OCC(C(=O)OCCCCCCC)(C)C)=O heptyl 3-(((((1R,2S,5R)-2-carbamoyl-7-oxo-1,6-diazabicyclo[3.2.1]octan-6-yl)oxy)sulfonyl)oxy)-2,2-dimethylpropanoate